N,N-dimethylaminosulfonyl-ethane CN(C)S(=O)(=O)CC